N1-[(S)-{[16,20-difluoro-2,3,4,5-tetrahydro-12H-13,17-(azeno)-11,7-(metheno)-1,6,12,14-benzodioxadiazacyclononadecin-9-yl]methyl}(methyl)oxo-lambda6-sulfanylidene]-L-aspartamide FC1=CN=C2NC=3C=C(C=C(OCCCCOC4=C(C1=N2)C=CC(=C4)F)C3)C[S@@](=NC([C@@H](N)CC(=O)N)=O)(=O)C